OC1=NC=CC2=C1C=NN2CC2=CC=C(C=C2)P(O)(O)=O 4-((4-Hydroxypyrazolo[4,3-c]pyridin-1-yl)methyl)phenylphosphonic acid